C(C)(C)(C)OC(=O)N1C[C@@H](CC1)NC1=NC2=NC(=CC(=C2C(=C1)N)C)C.CC(C(=O)C1=CC(=CC=C1)[N+](=O)[O-])C 2-methyl-1-(3-nitrophenyl)propan-1-one tert-butyl-(R)-3-((4-amino-5,7-dimethyl-1,8-naphthyridin-2-yl)amino)pyrrolidine-1-carboxylate